methyl 2-bromo-3-(1-isopropyl-1H-indazol-5-yl)-4-(((1R,3R)-3-((methoxycarbonyl)amino)cyclopentyl)amino)-1-(phenylsulfonyl)-1H-pyrrolo[2,3-b]pyridine-5-carboxylate BrC1=C(C=2C(=NC=C(C2N[C@H]2C[C@@H](CC2)NC(=O)OC)C(=O)OC)N1S(=O)(=O)C1=CC=CC=C1)C=1C=C2C=NN(C2=CC1)C(C)C